Methyl 2-([1-(2-chlorophenyl)-5-(3-cyclopropoxy-phenyl)-1H-pyrazol-3-yl]methoxy)-2-methylpropanoate ClC1=C(C=CC=C1)N1N=C(C=C1C1=CC(=CC=C1)OC1CC1)COC(C(=O)OC)(C)C